2',4',6,3-tetrahydroxy-4-n-propoxydihydrochalcone OC1=C(C(/C=C/C2CC(=C(C=C2O)OCCC)O)=O)C=CC(=C1)O